FC=1C(=C(C=CC1)C1C2=C(NC(=C1C(=O)OC)C)COC2=O)C(C)(C)F methyl 4-(3-fluoro-2-(2-fluoropropane-2-yl) phenyl)-2-methyl-5-oxo-1,4,5,7-tetrahydrofurano[3,4-b]pyridine-3-carboxylate